S1C(=NC2=C1C=CC=C2)NC(=O)C2=C(C=C(C=C1CCN(CC1)C(=O)NC1=CC=CC=C1)C=C2)C 4-(4-(benzo[d]thiazol-2-ylcarbamoyl)-3-methylbenzylidene)-N-phenylpiperidine-1-carboxamide